ClC1=C(OC2=C(C=C(C=C2)C(C)=O)B2OC(C(O2)(C)C)(C)C)C=CC(=C1)Cl 1-(4-(2,4-dichlorophenoxy)-3-(4,4,5,5-tetramethyl-1,3,2-dioxaborolan-2-yl)phenyl)ethanone